C1(=CC=CC=C1)C(C(=O)O)=O.C1(=CC=CC=C1)C(C(=O)O)=O phenylglyoxalic acid (phenylglyoxalate)